2-(N-(3,5-dimethylphenyl)methylsulfinamido)-N-(2-(phenylthio)phenyl)propanamide CC=1C=C(C=C(C1)C)N(S(=O)C)C(C(=O)NC1=C(C=CC=C1)SC1=CC=CC=C1)C